4-(3'-methyl-4'-(1H-1,2,3-triazol-5-yl)-[1,1'-biphenyl]-4-yl)-1H-1,2,3-triazol-5-carboxylic acid CC=1C=C(C=CC1C1=CN=NN1)C1=CC=C(C=C1)C=1N=NNC1C(=O)O